Tert-butyl (3-(2-(4-bromobutoxy)phenyl)prop-2-yn-1-yl)carbamate BrCCCCOC1=C(C=CC=C1)C#CCNC(OC(C)(C)C)=O